2-propynyl-m-chlorophenyl-carbamat C(#CC)C1=C(C=CC=C1Cl)NC([O-])=O